5-bromo-3-(5-(4-((methylamino)methyl)phenyl)-1,3,4-thiadiazol-2-yl)pyrazine-2-Amine BrC=1N=C(C(=NC1)N)C=1SC(=NN1)C1=CC=C(C=C1)CNC